7-fluoro-2-[(4S)-4-[[6-oxo-5-(trifluoromethyl)-1H-pyridazin-4-yl]amino]pentyl]-6-[5-(trifluoromethyl)pyrimidin-2-yl]isoquinolin-1-one FC1=C(C=C2C=CN(C(C2=C1)=O)CCC[C@H](C)NC=1C=NNC(C1C(F)(F)F)=O)C1=NC=C(C=N1)C(F)(F)F